C(C)(C)(C)C1=NC=C(C(=N1)NC1CC(C1)OC)C(=O)N([C@@H]1CNC[C@@H](C1)C(=O)N1CCOCC1)CC(C)C 2-(tert-butyl)-N-isobutyl-4-(((1r,3s)-3-methoxycyclobutyl)amino)-N-((3s,5r)-5-(morpholin-4-carbonyl)piperidin-3-yl)pyrimidine-5-carboxamide